(R)-ethyl 2-methyl-5-oxopiperidine-4-carboxylate hydrochloride Cl.C[C@H]1NCC(C(C1)C(=O)OCC)=O